FC1(CC2(C1)C[C@@H](N(CC2)CC2=C1C=CN(C1=C(C=C2OC)C)C(=O)OC(C)(C)C)C2=C(C=C(C=C2)C(=O)OC)NCC2CCOCC2)F tert-Butyl 4-{[(6R)-2,2-difluoro-6-[4-(methoxycarbonyl)-2-[(oxan-4-ylmethyl)amino]phenyl]-7-azaspiro[3.5]nonan-7-yl]methyl}-5-methoxy-7-methylindole-1-carboxylate